COC=1C=C2CCCN(C2=CC1)C(=O)C1=CC=C(C=C1)S(=O)(=O)NC1=C(C=CC=C1)C 4-(6-methoxy-1,2,3,4-tetrahydroquinoline-1-carbonyl)-N-(o-tolyl)benzenesulfonamide